4-(6-methoxypyrazin-2-yl)-9-methyl-3,4,7,15-tetraazatricyclo[12.3.1.02,6]Octadec-1(18),2,5,14,16-pentaen-8-one COC1=CN=CC(=N1)N1N=C2C=3C=CN=C(CCCCC(C(NC2=C1)=O)C)C3